2-(7,7-dimethylpyrano[3,2-f]indazol-2(7H)yl)-5-methoxymethylaniline CC1(C=CC2=CC3=CN(N=C3C=C2O1)C1=C(N)C=C(C=C1)COC)C